CN(CCCNC1=NC(=NC2=CC=CC=C12)NC1=CC=C(C=C1)F)C N4-(3-(dimethylamino)propyl)-N2-(4-fluorophenyl)quinazoline-2,4-diamine